chloro-N-{[4-(1-methyl-1H-pyrazol-5-yl)-2,5-dioxoimidazolidin-4-yl]methyl}[biphenyl]-2-carboxamide ClC1=C(C(=CC=C1)C1=CC=CC=C1)C(=O)NCC1(NC(NC1=O)=O)C1=CC=NN1C